4-(1H-benzo[d]imidazol-2-yl)-8-(5-(trifluoromethyl)-1,2,4-oxadiazol-3-yl)-2,3,4,5-tetrahydrobenzo[f][1,4]oxazepine N1C(=NC2=C1C=CC=C2)N2CCOC1=C(C2)C=CC(=C1)C1=NOC(=N1)C(F)(F)F